O1[C@@H](CCC1)C(=O)O (2S)-tetrahydrofuran-2-carboxylic acid